FC1=C(C=C(C=C1)F)C1(OC(=C(C1=O)O)N)C 2-(2,5-difluorophenyl)-2-methyl-4-hydroxy-5-amino-3(2H)-furanone